C1([C@@H](O)[C@H](O)[C@H](O1)CO)C=1C(NC(NC1)=O)=O D-arabinofuranosyl-uracil